Cl.O=C1NC(CCC1N1C(N(C2=C1C=CC(=C2)C2CCN(CC2)CC(=O)O)C)=O)=O 2-[4-[1-(2,6-dioxo-3-piperidyl)-3-methyl-2-oxo-benzimidazol-5-yl]-1-piperidyl]acetic acid hydrochloride